D,L-glucitol C([C@H](O)[C@@H](O)[C@H](O)[C@H](O)CO)O |r|